S1C(=NC2=C1C=CC=C2)[C@H]2N(C[C@H](C1=C2N=CN1)C)C(=O)C1=C(N=CO1)C ((4S,7R)-4-(benzo[d]thiazol-2-yl)-7-methyl-6,7-dihydro-1H-imidazo[4,5-c]pyridin-5(4H)-yl)(4-methyloxazol-5-yl)methanone